C1(CC1)C([C@@H](C(=O)NC=1C=NC(=C(C1)O)C=1C(=NNC1C)C)NC(=O)C=1N(N=CC1)C(C)C)C1CC1 N-[(1S)-1-(dicyclopropylmethyl)-2-[[6-(3,5-dimethyl-1H-pyrazol-4-yl)-5-hydroxy-3-pyridyl]amino]-2-oxo-ethyl]-2-isopropyl-pyrazole-3-carboxamide